[Br-].C(C)[N+]1=C(C=C(C=C1C)C)C N-ethyl-2,4,6-trimethylpyridinium bromide